5-bromo-4-chloro-3-indolyl-toluidine phosphate P(=O)(O)(O)O.BrC1=C(C(=C(C(N)=C1)C)C=1NC2=CC=CC=C2C1)Cl